N-hydroxy-4-{[3-(3-methyl-4-oxo-3,4-dihydroquinazolin-6-yl)-5-(4-fluorophenyl)-1H-pyrazol-1-yl]methyl}benzamide ONC(C1=CC=C(C=C1)CN1N=C(C=C1C1=CC=C(C=C1)F)C=1C=C2C(N(C=NC2=CC1)C)=O)=O